C(C)(C)(C)OC(=O)N1CC[C@@H](CCC1)OC=1C=2N(C=C(N1)C=1OC=C(N1)C)N=CC2.CC(C)(C)[S@@](=O)N[C@@H]2C1=C(CNCC2)C=CC=C1 (R)-2-methyl-N-((S)-2,3,4,5-tetrahydro-1H-benzo[c]azepin-5-yl)propane-2-sulfinamide tert-butyl-(R)-4-((6-(4-methyloxazol-2-yl)pyrazolo[1,5-a]pyrazin-4-yl)oxy)azepane-1-carboxylate